2-Fluoro-5-((6-fluoro-4-methyl-1H-indol-5-yl)oxy)benzimidamide FC1=C(C(N)=N)C=C(C=C1)OC=1C(=C2C=CNC2=CC1F)C